aminonitroaniline NN(C1=CC=CC=C1)[N+](=O)[O-]